pyridin-2-yl-piperidine-1-carboxylic acid tert-butyl ester C(C)(C)(C)OC(=O)N1C(CCCC1)C1=NC=CC=C1